N7-[2-{4-[4-(2-Methoxyethoxy)phenyl]piperazin-1-yl}(2H4)ethyl]-N7-methyl-2-(1,3-oxazol-2-yl)[1,2,4]triazolo[1,5-c]pyrimidine-5,7-diamine COCCOC1=CC=C(C=C1)N1CCN(CC1)C(C(N(C1=CC=2N(C(=N1)N)N=C(N2)C=2OC=CN2)C)([2H])[2H])([2H])[2H]